nitroSilver [N+](=O)([O-])[Ag]